4-(4-(6-isopropyl-5-(7-methyl-[1,2,4]triazolo[1,5-a]pyridin-6-yl)-4H-pyrrolo[3,2-d]thiazol-2-yl)cyclohexyl)-1,4-oxazepane C(C)(C)C1=C(NC2=C1N=C(S2)C2CCC(CC2)N2CCOCCC2)C=2C(=CC=1N(C2)N=CN1)C